CN(CCCCC(=O)NC1=CC=C(C=C1)NC(=S)NC(C1=CC=C(C=C1)C(C)C)=O)C N-[[4-[5-(dimethylamino)pentanoylamino]phenyl]carbamothioyl]-4-propan-2-ylbenzamide